C(C1=CC=CC=C1)OC(=O)N[C@H]1C[C@@H](CCC1)C1=NC(=C2N1C(=CN=C2Cl)/C=C/CCCCCC(=O)OCC)Br ethyl (E)-8-[3-[(1R,3R)-3-(benzyloxycarbonylamino)cyclohexyl]-1-bromo-8-chloro-imidazo[1,5-a]pyrazin-5-yl]oct-7-enoate